ClC=1C=C(OC2C(C(C2(C)C)NC(=O)C=2C=CC(=NC2)N2CCN(CC2)C2CC(C2)OCC(=O)O)(C)C)C=CC1C#N 2-[3-[4-(5-[[(1r,3r)-3-(3-chloro-4-cyanophenoxy)-2,2,4,4-tetramethylcyclobutyl]carbamoyl]pyridin-2-yl)piperazin-1-yl]cyclobutoxy]acetic acid